C1(CCCCC1)C=1C=C(C=CC1O)C(C1=CC(=CC=C1)O)C1=CC(=C(C=C1)O)C1CCCCC1 Bis(3-cyclohexyl-4-hydroxyphenyl)-3-hydroxyphenyl-methane